6-(5-fluoro-2-pyridinyl)-N-[1-(3-methyl-1,2,4-oxadiazol-5-yl)ethyl]-8-tetrahydropyran-4-yloxy-quinazolin-4-amine FC=1C=CC(=NC1)C=1C=C2C(=NC=NC2=C(C1)OC1CCOCC1)NC(C)C1=NC(=NO1)C